C(CCC)OC(CCC1=CC(=C(C=C1)OC(C1=CC(=C(C(=C1)C(C)(C)C)O)C(C)(C)C)=O)C(C)(C)C)=O.ClC1=NC(=CC(=C1)C1=C(C(=C(C(=C1[2H])[2H])[2H])[2H])[2H])C1=CC=CC=C1 2-chloro-6-phenyl-4-(phenyl-d5)pyridine butyl-3-[3-tert-butyl-4-(3,5-di-tert-butyl-4-hydroxybenzoyloxy)phenyl]propionate